1-(4-(4-Amino-7-isopropyl-7H-pyrrolo[2,3-d]pyrimidin-5-yl)phenyl)-3-(2-fluoro-5-(perfluorobutan-2-yl)phenyl)urea 2,2,2-trifluoroacetate FC(C(=O)O)(F)F.NC=1C2=C(N=CN1)N(C=C2C2=CC=C(C=C2)NC(=O)NC2=C(C=CC(=C2)C(C(F)(F)F)(C(C(F)(F)F)(F)F)F)F)C(C)C